C(C)N1N=CC=C1N 1-ethyl-1H-pyrazol-5-amine